C(CCCCCCCCCCCCCCCCC)C(CCN(C)C)N stearyl-dimethyl-aminopropylamine